1,5-anhydro-2,3-dideoxy-3-(((7-(3-fluoro-4-((3-hydroxypropyl)carbamoyl)-benzyl)-4-methoxy-2,3-dihydro-1H-inden-5-yl)carbonyl)amino)-L-threo-pentitol FC=1C=C(CC=2C=C(C(=C3CCCC23)OC)C(=O)N[C@H]2CCOC[C@@H]2O)C=CC1C(NCCCO)=O